(1R,2S)-N-(6-(1-((3S,4S)-4-fluoro-3-methyltetrahydrofuran-3-yl)piperidin-4-yl)-7-methylisoquinolin-3-yl)-5-oxaspiro[2.4]heptane-1-carboxamide F[C@H]1[C@@](COC1)(C)N1CCC(CC1)C=1C=C2C=C(N=CC2=CC1C)NC(=O)[C@@H]1CC12COCC2